FC(C(=O)O)(F)F.SC[C@@H](C(=O)N[C@H](C(=O)N[C@H](C(=O)NC)CS)CS)NC (R)-3-mercapto-N-((R)-3-mercapto-1-(((R)-3-mercapto-1-(methylamino)-1-oxoprop-2-yl)amino)-1-oxoprop-2-yl)-2-(methylamino)propanamide trifluoroacetate